tert-butyl [(1R)-1-{3-[(2R or S)-1,1-difluoro-2-hydroxy-2-methylpent-3-yn-1-yl]-2-fluorophenyl}ethyl]carbamate FC([C@](C#CC)(C)O)(F)C=1C(=C(C=CC1)[C@@H](C)NC(OC(C)(C)C)=O)F |o1:2|